C(C#C)N1CCCCCC1 1-(prop-2-yn-1-yl)azepane